FC1=CC=C(C=C1)N1N=CC2=C1C=C1CCN(C[C@]1(C2)C(=O)C2=CN=C(S2)[Si](C)(C)C)C(=O)OC(C)(C)C (R)-tert-butyl 1-(4-fluorophenyl)-4a-(2-(trimethylsilyl) thiazole-5-carbonyl)-4a,5,7,8-tetrahydro-1H-pyrazolo[3,4-g]isoquinoline-6(4H)-carboxylate